S(CC(CS)SCCS)CC(CS)SCCS 3,3'-thiobis(2-((2-mercaptoethyl)thio)propan-1-thiol)